5-methoxymethyl-3-methyl-2H-furo[2,3-c]pyran-2-one COCC1=CC=2C(=CO1)OC(C2C)=O